(2'S,3'R,6'R)-2'-(aminomethyl)-6'-hydroxy-2',4',6'-trimethyl-7'-oxo-2',3',6',7'-tetrahydrospiro[cyclopropane-1,5'-inden]-3'-yl acetate C(C)(=O)O[C@H]1[C@](C=C2C([C@](C3(C(=C12)C)CC3)(C)O)=O)(C)CN